N1(CCNCC1)CCCOC1=CC=C(/C=C/C=2C=C3C(=CC=NC3=CC2)C(=O)OC)C=C1 (E)-methyl 6-(4-(3-(piperazin-1-yl)propoxy)styryl)quinoline-4-carboxylate